OC1=CC=C(C=C1)N=NC1=CC=CC=C1 para-hydroxyazobenzene